((6-Ethyl-4-methyl-3,4-dihydroquinolin-1(2H)-yl)sulfonyl)-2-((tetrahydro-2H-pyran-4-yl)methoxy)benzyl alcohol C(C)C=1C=C2C(CCN(C2=CC1)S(=O)(=O)C(C1=C(C=CC=C1)OCC1CCOCC1)O)C